COC(C([CH2-])=O)OC dimethoxyacetonide